COC(C1CCN(CC1)C=1C=C(C=CC1)N1C(N(C(CC1)=O)CC1=CC=C(C=C1)OC)=O)OC 1-[3-[4-(dimethoxymethyl)-1-piperidinyl]phenyl]-3-[(4-methoxy-phenyl)methyl]hexahydropyrimidine-2,4-dione